trans-4-((4-(2-Cyclopropyloxazol-4-yl)pyridin-2-yl)((trans-4-(5-methoxy-6-methylpyridin-2-yl)cyclohexyl)methyl)carbamoyl)cyclohexyl (2-hydroxybutyl)(methyl)carbamate OC(CN(C(O[C@@H]1CC[C@H](CC1)C(N(C[C@@H]1CC[C@H](CC1)C1=NC(=C(C=C1)OC)C)C1=NC=CC(=C1)C=1N=C(OC1)C1CC1)=O)=O)C)CC